COC(=O)N1[C@H](CCC2=C3C(=CC=C12)N(C(=N3)CC3=CC=C(C=C3)OC)C3CCCCC3)C trans-4-[(7S)-6-(Methoxycarbonyl)-2-[(4-methoxyphenyl)methyl]-7-methyl-3H,6H,7H,8H,9H-imidazo[4,5-f]chinolin-3-yl]cyclohexan